2,3-DIFLUORO-6-AMINO-PHENYLACETALDEHYDE FC1=C(C(=CC=C1F)N)CC=O